C(C=C)OC(=O)NC[C@@H](CNC[C@@H](CNC(OC(C)(C)C)=O)O)O Tert-butyl N-[(2S)-3-[[(2R)-3-(allyloxycarbonylamino)-2-hydroxypropyl]amino]-2-hydroxy-propyl]carbamate